[Co+3].[Li+].O=C1C=2N(CCN1C(C(=O)N)C)C=C(C2)C2=NC(=NC=C2)NC2CCOCC2 2-(1-oxo-7-(2-((tetrahydro-2H-pyran-4-yl)amino)pyrimidin-4-yl)-3,4-dihydropyrrolo[1,2-a]pyrazin-2(1H)-yl)propanamide lithium-cobalt (III)